(R)-N-(1-(3-amino-5-(trifluoromethyl)phenyl)ethyl)-2-chloro-6-(4,4-difluoropiperidin-1-yl)pyrido[3,4-d]pyrimidin-4-amine NC=1C=C(C=C(C1)C(F)(F)F)[C@@H](C)NC=1C2=C(N=C(N1)Cl)C=NC(=C2)N2CCC(CC2)(F)F